2-fluorenylboric acid C1=C(C=CC=2C3=CC=CC=C3CC12)OB(O)O